CC1=CC=C(C2=CC(=CC=C12)O)N 4-methyl-7-hydroxynaphthylamine